(+-)-(2,4,5-trimethyl-2,3-dihydro-1H-inden-2-yl)methanol C[C@]1(CC2=CC=C(C(=C2C1)C)C)CO |r|